5-[(4R,9aS)-4-methyl-8-[(3-methyl-6-piperazin-1-yl-2-pyridyl)methyl]-3,4,6,7,9,9a-hexahydro-1H-pyrazino[1,2-a]pyrazin-2-yl]-2-deuterio-quinoline-8-carbonitrile C[C@@H]1CN(C[C@H]2N1CCN(C2)CC2=NC(=CC=C2C)N2CCNCC2)C2=C1C=CC(=NC1=C(C=C2)C#N)[2H]